6-(r-cyclopropyl-[1,4'-bipiperidin]-4-yl)-2-(3,4-dimethoxyphenyl)-1H-benzo[d]imidazole C1(CC1)[C@@H]1N(CCC(C1)C=1C=CC2=C(NC(=N2)C2=CC(=C(C=C2)OC)OC)C1)C1CCNCC1